FC(C=1N=C2N(CCOC3=C2C=CC(=C3)CO)C1)(F)F (2-(Trifluoromethyl)-5,6-dihydrobenzo[f]imidazo[1,2-d][1,4]oxazepin-9-yl)methanol